(S)-1-(4-(6-hydroxy-1,2,3,4-tetrahydronaphthalen-1-yl)phenyl)piperidine-4-carbaldehyde OC=1C=C2CCC[C@H](C2=CC1)C1=CC=C(C=C1)N1CCC(CC1)C=O